cyclopropyl N-[(1S)-1-(dicyclopropylmethyl)-2-[[5-fluoro-1-[(1S)-1-(5-fluoro-2-methoxy-3-pyridyl)ethyl]pyrazol-4-yl]amino]-2-oxo-ethyl]carbamate C1(CC1)C([C@@H](C(=O)NC=1C=NN(C1F)[C@@H](C)C=1C(=NC=C(C1)F)OC)NC(OC1CC1)=O)C1CC1